5-(2-(2,4-difluoro-3-methoxyphenylamino)-5-nitropyrimidin-4-ylamino)benzo[d]oxazol-2(3H)-one trifluoroacetate salt FC(C(=O)O)(F)F.FC1=C(C=CC(=C1OC)F)NC1=NC=C(C(=N1)NC=1C=CC2=C(NC(O2)=O)C1)[N+](=O)[O-]